2-(6-(((1R,3S,4S,5R)-4-fluoro-1,8-dimethyl-8-azabicyclo[3.2.1]oct-6-en-3-yl)(methyl)amino)pyridazin-3-yl)-5-(4H-1,2,4-triazol-4-yl)phenol F[C@H]1[C@H](C[C@@]2(C=C[C@H]1N2C)C)N(C2=CC=C(N=N2)C2=C(C=C(C=C2)N2C=NN=C2)O)C